1-[5-ethylsulfonyl-6-[5-methoxy-3-methyl-4-oxo-6-(trifluoromethyl)imidazo[4,5-c]pyridin-2-yl]-3-pyridyl]cyclopropane-carbonitrile C(C)S(=O)(=O)C=1C=C(C=NC1C1=NC2=C(C(N(C(=C2)C(F)(F)F)OC)=O)N1C)C1(CC1)C#N